chloro-2,3-diaminotoluene ClCC1=C(C(=CC=C1)N)N